CNC(C1=C(C=CC=C1)SC1=CC=C2C(=NNC2=C1)\C=C\C1=NC=C(C=C1)OC[C@@H]1CN(CC1)C)=O N-methyl-2-({3-[(E)-2-(5-{[(3S)-1-methylpyrrolidin-3-yl]methoxy}pyridin-2-yl)vinyl]-1H-indazol-6-yl}thio)benzamide